C1(=CC=CC=C1)C(CSCC(=CC1=CC=C(C=C1)Br)C1=CC=CC=C1)=CC1=CC=C(C=C1)Br 2-phenyl-3-(4-bromophenyl)allylsulfide